isooctyl-4,4'-methylenebis(2,6-di-t-butylphenol) C(CCCCC(C)C)C(C1=CC(=C(C(=C1)C(C)(C)C)O)C(C)(C)C)C1=CC(=C(C(=C1)C(C)(C)C)O)C(C)(C)C